8-methyl-2-[(1,3-oxazol-2-yl)methyl]-4,5-dihydro-2H-furo[2,3-g]indazole-7-carboxylic acid ethyl ester C(C)OC(=O)C1=C(C2=C(CCC3=CN(N=C23)CC=2OC=CN2)O1)C